(S)-2-(4-(tert-butyl)phenyl)-N-((2-(2,7-dioxoazepan-3-yl)-1-oxoisoindolin-5-yl)methyl)-2-oxoacetamide C(C)(C)(C)C1=CC=C(C=C1)C(C(=O)NCC=1C=C2CN(C(C2=CC1)=O)[C@@H]1C(NC(CCC1)=O)=O)=O